tert-butyl ethyl((2S)-2-phenylpiperidin-4-yl)carbamate C(C)N(C(OC(C)(C)C)=O)C1C[C@H](NCC1)C1=CC=CC=C1